N-arachidonyl-γ-aminobutyric acid C(CCC\C=C/C\C=C/C\C=C/C\C=C/CCCCC)NCCCC(=O)O